ClC1=C(C=CC(=C1)C)C1=CC2=C(N=C(N=C2)SC)N(C1=O)C 6-(2-chloro-4-methylphenyl)-8-methyl-2-(methylthio)pyrido[2,3-d]pyrimidin-7(8H)-one